N4,N4-dimethylcytidine CN(C1=NC(N([C@H]2[C@H](O)[C@H](O)[C@@H](CO)O2)C=C1)=O)C